C(C)NC1(CCC2(CN(C(N2)=O)C=2C(=NC(=NC2)C#N)OC)CC1)C1=CC=CC=C1 5-(8-ethylamino-2-oxo-8-phenyl-1,3-diazaspiro[4.5]decan-3-yl)-4-methoxy-pyrimidine-2-carbonitrile